(bromomethyl)-3-nitrobenzene BrCC1=CC(=CC=C1)[N+](=O)[O-]